9-hexadecenoyl-coa C(CCCCCCCC=CCCCCCC)(=O)SCCNC(CCNC([C@@H](C(COP(OP(OC[C@@H]1[C@H]([C@H]([C@@H](O1)N1C=NC=2C(N)=NC=NC12)O)OP(=O)(O)O)(=O)O)(=O)O)(C)C)O)=O)=O